C(C)(C)(C)OC(=O)N1CCC(CC1)C(=O)N1OCC[C@H]1C1=CSC(=C1)C#N 4-[(3S)-3-(5-cyano-3-thienyl)isoxazolidine-2-carbonyl]piperidine-1-carboxylic acid tert-butyl ester